COCCOC1CNCC1 3-(2-methoxyethoxy)pyrrolidin